C(C)(C)(C)OC(NC1(CC1)C#C)=O tert-butyl-(1-ethynylcyclopropyl)carbamate